ClC1=C(C(=O)C=2C=NN(C2C2=C(C(=NN2C)C)C(=O)O)C)C=CC(=C1CN1N=C(C=C1C)C)S(=O)(=O)C 4-{2-chloro-3-[(3,5-dimethyl-1H-pyrazol-1-yl)methyl]-4-(methylsulfonyl)benzoyl}-1-methyl-1H-pyrazol-5-yl-1,3-dimethyl-1H-pyrazole-4-carboxylic acid